(dihydrogen sulfate) trihydrate O.O.O.S(=O)(=O)(O)O